CN1N=CC2=CC=CC(=C12)C(C#N)=C1CCN(CC1)C(=O)N1CC=2C(CC1)=NOC2 2-(1-methyl-1H-indazol-7-yl)-2-(1-(4,5,6,7-tetrahydroisoxazolo[4,3-c]pyridine-5-carbonyl)piperidin-4-ylidene)acetonitrile